FC(C(=O)O)(F)F.FC(C(=O)O)(F)F.N1C(=CC=2C=NC=CC21)CNC(CN2C(=NC=C(C2=O)NCC2(CCC2)C2=CC=CC=C2)NC(C)C)=O N-((1H-pyrrolo[3,2-c]pyridin-2-yl)methyl)-2-(2-(isopropylamino)-6-oxo-5-(((1-phenyl-cyclobutyl)methyl)amino)pyrimidin-1(6H)-yl)acetamide di-trifluoroacetate